O=C1CC2CN(CC(C1)N2C(=O)OCC2=CC=CC=C2)C(=O)OC(C)(C)C 9-benzyl 3-(tert-butyl) 7-oxo-3,9-diazabicyclo[3.3.1]nonan-3,9-dicarboxylate